O=C1C=CC(N1)COC(=O)C1=C[C@H]([C@@H](CC1)C(=C)C)C1=C(C=C(C=C1O)CCCCC)O (3R-trans)-3-(2,6-dihydroxy-4-pentylphenyl)-4-(1-methylethenyl)-1-cyclohexene-1-carboxylic acid (5-oxo-3-pyrrolin-2-yl)methyl ester